N-(azetidin-3-ylmethyl)-4-[2-chloro-4-[[3-[3-(trifluoromethyl)-1H-pyrazol-4-yl]imidazo[1,2-a]pyrazin-8-yl]amino]benzoyl]piperazine-1-carboxamide N1CC(C1)CNC(=O)N1CCN(CC1)C(C1=C(C=C(C=C1)NC=1C=2N(C=CN1)C(=CN2)C=2C(=NNC2)C(F)(F)F)Cl)=O